L-6-Aminoimidazo[1,5-a]pyrido[3,2-e]pyrazine-2-carboxylic acid NC=1C=2N(C3=C(N1)C=CC(=N3)C(=O)O)C=NC2